7-(diethylamino)-2-oxo-2H-chromene-3-carboxylic acid C(C)N(C1=CC=C2C=C(C(OC2=C1)=O)C(=O)O)CC